1-(2,6,6-trimethyl-2-cyclohexenyl)hepta-1,6-dien-3-one CC=1C(C(CCC1)(C)C)C=CC(CCC=C)=O